N-(4-((2-cyanobenzyl)oxy)-3-(1H-tetrazol-1-yl)phenyl)-1H-imidazole-5-carboxamide C(#N)C1=C(COC2=C(C=C(C=C2)NC(=O)C2=CN=CN2)N2N=NN=C2)C=CC=C1